FC1(CCN(CC1)C1=NC2=C(C=C(C=C2C(N1C)=O)C)C(C)NC1=C(C(=O)O)C=CC=C1)F 2-((1-(2-(4,4-difluoropiperidin-1-yl)-3,6-dimethyl-4-oxo-3,4-dihydroquinazolin-8-yl)ethyl)amino)benzoic acid